Cl.Cl.CC=1C=CC(=NC1)C1=NC2=C(N1)C=CC(=C2)C(=N)N 2-(5-methylpyridin-2-yl)-1H-benzo[d]imidazole-5-carboxamidine dihydrochloride